[Fe+3].C(C)(C)C=1C(=NNC1C=1C=C(C=2N(C1)N=CN2)OC)C=2SC(=C(N2)C)N2CC1(C2)CN(C1)CC1CCOCC1 2-(4-isopropyl-5-(8-methoxy-[1,2,4]triazolo[1,5-a]pyridin-6-yl)-1H-pyrazol-3-yl)-4-methyl-5-(6-((tetrahydro-2H-pyran-4-yl)methyl)-2,6-diazaspiro[3.3]hept-2-yl)thiazole iron(III)